FC1=C(C=C(C(=C1)F)OCC1=NN(C=N1)C)N1CCNCC1 4-(2,4-difluoro-5-((1-methyl-1H-1,2,4-triazol-3-yl)methoxy)phenyl)piperazin